1-(7-morpholino-2-(pyridin-4-yl)pyrazolo[1,5-a]pyrimidin-5-yl)-3-(o-tolyl)-1H-pyrazol-5-amine O1CCN(CC1)C1=CC(=NC=2N1N=C(C2)C2=CC=NC=C2)N2N=C(C=C2N)C2=C(C=CC=C2)C